ClCC1=CC=2C(=C(C3=CC(=C(C=C3C2C=C1CCl)CCl)CCl)C)C 2,3,6,7-tetrachloromethyl-9,10-dimethylphenanthrene